t-amylperoxy isononanoate C(CCCCCC(C)C)(=O)OOOC(C)(C)CC